pentamethylantimony C[Sb](C)(C)(C)C